6'-bromospiro[cyclopropane-1,1'-isoindoline]-3'-one BrC1=CC=C2C(NC3(C2=C1)CC3)=O